isobutyl-aluminum C(C(C)C)[Al]